(S)-8-(naphthalen-1-ylmethyl)-6-oxo-9-(3-(trifluoromethyl)phenyl)-3,4-dihydro-2H,6H-pyrido[1,2-e][1,2,5]thiadiazine-4-carboxylic acid 1,1-dioxide C1(=CC=CC2=CC=CC=C12)CC=1C(=C2N([C@@H](CNS2(=O)=O)C(=O)O)C(C1)=O)C1=CC(=CC=C1)C(F)(F)F